C(=O)(O)COC1=CC=C(C=C1)C(/C=C/C1=CC=C(C=C1)COC(C(C(=O)O)C)=O)=O 3-[[4-[(E)-3-[4-(Carboxymethoxy)phenyl]-3-oxoprop-1-enyl]phenyl]methoxy]-2-methyl-3-oxopropanoic acid